BrC1=C2C(=NC=C1)N(C=C2C2C(C2)(F)F)COCC[Si](C)(C)C 4-bromo-3-(2,2-difluorocyclopropyl)-1-((2-(trimethylsilyl)ethoxy)methyl)-1H-pyrrolo[2,3-b]pyridine